stigmasta-5,22-dien-3-ol CC[C@H](C=C[C@@H](C)[C@H]1CC[C@H]2[C@@H]3CC=C4CC(CC[C@]4(C)[C@H]3CC[C@]12C)O)C(C)C